C[C@]1(CC2=CC=CC(=C2C1)C)CO |r| (+-)-2,4-dimethyl-2-indanmethanol